1,1-difluoro-3,3-dimethylbutan-2-ol FC(C(C(C)(C)C)O)F